C1(CC1)C1(C(NC(N1)=O)=O)CC(C(=O)N1CC2=CC(=C(C=C2C1)Cl)Cl)CO 5-Cyclopropyl-5-(3-(5,6-dichloro-isoindolin-2-yl)-2-(hydroxymethyl)-3-oxopropyl)imidazolidine-2,4-dione